COC1=CC(=CC(=C1OC)OC)C[C@@H]2[C@H](COC2=O)CC3=CC4=C(C=C3)OCO4 The molecule is a member of the class of butan-4-olides carrying 3,4,5-trimethoxybenzyl and (1,3-benzodioxol-5-yl)methyl substituents at positions 3 and 4 respectively. It has a role as a plant metabolite. It is a lignan, a butan-4-olide, a member of methoxybenzenes and a member of benzodioxoles.